4-fluoro-1H-indazole-5-carboxaldehyde FC1=C2C=NNC2=CC=C1C=O